CN(CCOC1=CC(=CC=C1)[C@@H]1NC[C@H](C(C1)OC)C)C |r| N,N-dimethyl-2-[3-[Rac-(2R,5R)-4-methoxy-5-methyl-2-piperidyl]Phenoxy]Ethanamine